CC1=CC=C(C=C1)/C(=C/C=O)/C (E)-3-(4-methylphenyl)but-2-enal